ClC1=C(C=CC=C1C1=C(C(=NC=C1)NC1=C(C(=CC=C1)C=O)F)Cl)C1=CC=C(C(=N1)OC)CN(C(OC(C)(C)C)=O)C[C@H]1NC(CC1)=O tert-butyl (S)-((6-(2-chloro-3-(3-chloro-2-((2-fluoro-3-formylphenyl)amino)pyridin-4-yl)phenyl)-2-methoxypyridin-3-yl)methyl)((5-oxopyrrolidin-2-yl)methyl)carbamate